C(#N)CC(=O)N1C[C@@]2(C[C@@H]2C1)COC1=CC=NC2=CC(=C(C=C12)OC(C)C)C(=O)N 4-{[(1s,5s)-3-(cyanoacetyl)-3-azabicyclo[3.1.0]hex-1-yl]methoxy}-6-(prop-2-yloxy)quinoline-7-carboxamide